(7S)-4-chloro-7-[(3aR,6R,6aR)-2,2-dimethyl-6-[(1R,4R)-6-chloro-4-fluoro-isochroman-1-yl]-3a,4,6,6a-tetrahydrofuro[3,4-d][1,3]dioxol-4-yl]pyrrolo[2,3-d]pyrimidine ClC=1C2=C(N=CN1)N(C=C2)C2O[C@@H]([C@H]1OC(O[C@H]12)(C)C)[C@@H]1OC[C@@H](C2=CC(=CC=C12)Cl)F